FC([C@]12CCN(C[C@@H]2C1)C1=C(C(=O)NC2=NC(=CC(=C2)C)N2CCC(CC2)(F)F)C=CC(=C1)NS(=O)(=O)CCO)F 2-((1R,6S)-6-(difluoromethyl)-3-azabicyclo[4.1.0]heptan-3-yl)-N-(6-(4,4-difluoropiperidin-1-yl)-4-methylpyridin-2-yl)-4-((2-hydroxyethyl)sulfonamido)benzamide